1H-1,2,4-triazole-1-yl-ethanol N1(N=CN=C1)C(C)O